FC(C1=CC(=NC(=N1)SC)C=1C=C(C=NC1)F)F 5-(6-(difluoromethyl)-2-(methylthio)pyrimidin-4-yl)-3-fluoropyridin